3-(3',4'-dichlorophenyl)-1,1-dimethyl-urea ClC=1C=C(C=CC1Cl)NC(N(C)C)=O